thiophene-3-carbonyl-amine S1C=C(C=C1)C(=O)N